ethyl-phenyl (2,4,6-trimethylbenzoyl) phosphonite P(OC1=C(C=CC=C1)CC)OC(C1=C(C=C(C=C1C)C)C)=O